N-(4-(4-(cyclohexylmethyl)-3,5-dioxo-1,2,4-thiadiazolidin-2-yl)butyl)-N-methylglycine C1(CCCCC1)CN1C(N(SC1=O)CCCCN(CC(=O)O)C)=O